(4-methylsulfanylcyclohexyl)methyl methanesulfonate CS(=O)(=O)OCC1CCC(CC1)SC